C(C)(C)(C)OC(=O)NC(CC1=CC(=C(C(=O)OC)C=C1OC)OC)CC methyl 4-(2-((tert-butoxycarbonyl) amino) butyl)-2,5-dimethoxybenzoate